1-acetyl-N-tert-butyl-N-methyl-indoline-5-sulfonamide C(C)(=O)N1CCC2=CC(=CC=C12)S(=O)(=O)N(C)C(C)(C)C